C(CCC)[Sn](C=1C=NC=CC1)(CCCC)CCCC tributyl(3-pyridyl)stannane